Cl.CN1N=CC(=C1)C1CNCC2=CC=CC=C12 4-(1-methylpyrazol-4-yl)-1,2,3,4-tetrahydroisoquinoline hydrochloride